2-(4-(trifluoro-methyl)styryl)oxazole FC(C1=CC=C(C=CC=2OC=CN2)C=C1)(F)F